3-hydroxy-hexadecanoic acid OC(CC(=O)O)CCCCCCCCCCCCC